ClC1=CC=C(C=C1)CC(=O)C=1C=CC(=NC1)C#N 5-[2-(4-chlorophenyl)acetyl]pyridine-2-carbonitrile